N-(1-(2-(1H-pyrazol-1-yl)ethyl)-3-(5-chloro-2-methoxyphenyl)-1H-pyrazol-4-yl)pyrazolo[1,5-a]pyrimidine-3-carboxamide N1(N=CC=C1)CCN1N=C(C(=C1)NC(=O)C=1C=NN2C1N=CC=C2)C2=C(C=CC(=C2)Cl)OC